O1C(OC=2C=NC=CC21)=S Dioxolano[4,5-c]Pyridine-2-thione